2-(2-fluoro-4-(2-((6-methoxy-1-(2-methoxyethyl)-1H-benzo[d]-imidazol-2-yl)-amino)-2-oxo-ethyl)phenoxy)-nicotinamide FC1=C(OC2=C(C(=O)N)C=CC=N2)C=CC(=C1)CC(=O)NC1=NC2=C(N1CCOC)C=C(C=C2)OC